(S)-2-(4-(1,2-dimethoxyethyl)phenyl)-4,4,5,5-tetramethyl-1,3,2-dioxaborolane CO[C@H](COC)C1=CC=C(C=C1)B1OC(C(O1)(C)C)(C)C